ClC1=NC=CC(=C1)C(=O)OC1=C(C(=C(C(=C1F)F)F)F)F pentafluorophenyl 2-chloropyridine-4-carboxylate